5-Methyl-1-benzofuran CC=1C=CC2=C(C=CO2)C1